N-(5-(benzyloxy)-3,4,6-trimethylpyridin-2-yl)-3-chlorobenzo[b]thiophene-2-carboxamide C(C1=CC=CC=C1)OC=1C(=C(C(=NC1C)NC(=O)C1=C(C2=C(S1)C=CC=C2)Cl)C)C